FC1(CCN(CC1)C1=NC(=CC(=N1)C1OC2=C(C1)C(=CC(=C2C(=O)N)N2CCC1(CC1)CC2)NS(=O)(=O)CCO)C)F (2-(4,4-difluoropiperidin-1-yl)-6-methylpyrimidin-4-yl)-4-(2-hydroxyethylsulfonylamino)-6-(6-azaspiro[2.5]oct-6-yl)-2,3-dihydrobenzofuran-7-carboxamide